C(#N)C1=C(C=CC=C1)C1=CC=C(C=C1)CC1=NC2(C(N1)=O)CCCC2 (2'-cyanobiphenyl-4-yl)methyl-1,3-diazaspiro[4.4]non-1-en-4-one